N-(1-(4-Amino-6-(1-methylcyclopropyl)pyridin-2-yl)ethyl)-7-methoxy-2-methyl-6-(2-(oxetan-3-yloxy)ethoxy)quinazolin-4-amine NC1=CC(=NC(=C1)C1(CC1)C)C(C)NC1=NC(=NC2=CC(=C(C=C12)OCCOC1COC1)OC)C